COC(NC1=C(C=CC(=C1)C(C)OCC1=CC(=CC=C1)C)Cl)=O (2-chloro-5-[1-(3-methylbenzyloxy)ethyl]phenyl)carbamic acid methyl ester